N'-benzylthiourea C(C1=CC=CC=C1)NC(N)=S